4-Amino-1-(4-ethoxyphenyl)-2-oxo-1,2-dihydroquinoline-3-carboxylic acid methyl ester COC(=O)C=1C(N(C2=CC=CC=C2C1N)C1=CC=C(C=C1)OCC)=O